C(=O)(O)CN(C(C[C@H]1N(C(CC1)=O)CC1=C(C(=CC=C1)F)F)=O)[C@H](C(=O)O)CC1CC1 (S)-2-(N-(Carboxymethyl)-2-((S)-1-(2,3-difluorobenzyl)-5-oxopyrrolidin-2-yl)acetamido)-3-cyclopropylpropanoic acid